2-Chloro-3-(methoxymethoxy)benzene ClC1=CC=CC=C1OCOC